N1CCCC1 (3S)-pyrrolidin